C(#N)C1=CC(=C(COC2=CC=CC(=N2)C=2CC3C(CN(C3)CC3=NC4=C(N3CC3=CN=CN3CC)C=C(C=C4)C(=O)O)C2)C=C1)F 2-((5-(6-((4-cyano-2-fluorobenzyl)oxy)pyridin-2-yl)-3,3a,4,6a-tetrahydrocyclopenta[c]pyrrol-2(1H)-yl)methyl)-1-((1-ethyl-1H-imidazol-5-yl)methyl)-1H-benzo[d]imidazole-6-carboxylic acid